benzyl (2R)-4-[2-amino-5-bromo-3-[(1-methylpyrazol-4-yl)methylcarbamoyl]phenyl]-2-methyl-piperazine-1-carboxylate NC1=C(C=C(C=C1C(NCC=1C=NN(C1)C)=O)Br)N1C[C@H](N(CC1)C(=O)OCC1=CC=CC=C1)C